N-cyclopropyl-2-(difluoromethoxy)-6-methoxy-4-[7-[(5-methyl-1,2,4-oxadiazol-3-yl)methoxy]imidazo[1,2-a]pyridin-3-yl]benzamide C1(CC1)NC(C1=C(C=C(C=C1OC)C1=CN=C2N1C=CC(=C2)OCC2=NOC(=N2)C)OC(F)F)=O